C\N=C\1/CC(CC1)C (Z)-N,3-dimethylcyclopentanimine